tert-butyloxycarbonyl-N-[4-[[5-(4-chloro-2-fluoro-phenoxy)-4-methyl-3-pyridinyl]methyl]-3-fluoro-2-pyridinyl]carbamic acid tert-butyl ester C(C)(C)(C)OC(N(C1=NC=CC(=C1F)CC=1C=NC=C(C1C)OC1=C(C=C(C=C1)Cl)F)C(=O)OC(C)(C)C)=O